N=1C=NN2C1C=CC(=C2)OC2=CC(=C(C=C2C)NC2=NC=NC1=CC(=C(C=C21)NC(/C(=C\[C@@H]2N(CCC2)C)/F)=O)OC)OC (R,E)-N-(4-((4-([1,2,4]triazolo[1,5-a]pyridin-6-yloxy)-2-methoxy-5-methylphenyl)amino)-7-methoxy-quinazolin-6-yl)-2-fluoro-3-(1-methylpyrrolidin-2-yl)acrylamide